BrC=1C=CC(=C(C1)N1C[C@H](C[C@H]1CO)NC(OC(C)(C)C)=O)[N+](=O)[O-] tert-butyl ((3S,5S)-1-(5-bromo-2-nitrophenyl)-5-(hydroxymethyl)pyrrolidin-3-yl)carbamate